ClC1=CC=NC(=C1Cl)Cl 4,5,6-trichloropyridin